C(C)(C)(C)C=1C=C(C=C(C1)N1N=C(C=C1C)C)[C@@H](CN1CC2(C1)CN(CC2)C(=O)OCC2=CC=CC=C2)CC(=C=O)OC benzyl (S)-2-(2-(3-(tert-butyl)-5-(3,5-dimethyl-1H-pyrazol-1-yl)phenyl)-4-methoxy-4-carbonylbutyl)-2,6-diazaspiro[3.4]octane-6-carboxylate